(R)-cyclopropyl(4-(4-methylpyrazolo[1,5-a]pyridin-2-yl)-1,4,6,7-tetrahydro-5H-imidazo[4,5-c]pyridin-5-yl)methanone C1(CC1)C(=O)N1[C@H](C2=C(CC1)NC=N2)C2=NN1C(C(=CC=C1)C)=C2